C(C)(C)(C)OC(=O)N[C@H](C(=O)O)C[C@H]1C(NN(C1)C)=O (S)-2-((tert-butoxycarbonyl)amino)-3-((R)-1-methyl-3-oxopyrazolidin-4-yl)propanoic acid